tert-butyl (S)-2-(4-(2,2,2-trifluoroethyl)piperazin-1-carbonyl)pyrrolidin-1-carboxylate FC(CN1CCN(CC1)C(=O)[C@H]1N(CCC1)C(=O)OC(C)(C)C)(F)F